tert-butyl 3-[4-[(R)-[4,5-dichloro-2-(prop-2-en-1-yloxy)phenyl]([[(S)-2-methylpropane-2-sulfinyl]amino])methyl]piperidine-1-carbonyl]-3-hydroxyazetidine-1-carboxylate ClC1=CC(=C(C=C1Cl)[C@@H](C1CCN(CC1)C(=O)C1(CN(C1)C(=O)OC(C)(C)C)O)N[S@@](=O)C(C)(C)C)OCC=C